Ethylbutylphosphinat C(C)P([O-])(=O)CCCC